COC1=C(C=CC(=C1)OC)C=1C=C2CC(C(C2=CC1F)NC(O[C@@H]1CN2CCC1CC2)=O)(C)C (S)-quinuclidin-3-yl (5-(2,4-dimethoxyphenyl)-6-fluoro-2,2-dimethyl-2,3-dihydro-1H-inden-1-yl)carbamat